ClC1=NC=CC(=N1)N(C=1C=CC2=C(N(N=C2C1)C)C)C N-(2-chloropyrimidine-4-yl)-N-methyl-2,3-dimethyl-2H-indazole-6-amine